C(C)(C)(C)OC(=O)N1[C@@H](C2(C(NC(N2)=O)=O)CCC1)CO[Si](C1=CC=CC=C1)(C1=CC=CC=C1)C(C)(C)C (6S)-6-(((tert-Butyldiphenylsilyl)oxy)methyl)-2,4-dioxo-1,3,7-triazaspiro[4.5]decane-7-carboxylic acid tert-butyl ester